NC1=NC=NC=2N(C3=CC(=C(C=C3C21)Br)OC)CC(=O)N2C1CC1CC2C(=O)NC2=NC(=CC=C2)Br 2-(2-(4-amino-6-bromo-7-methoxy-9H-pyrimido[4,5-b]indol-9-yl)acetyl)-N-(6-bromopyridin-2-yl)-2-azabicyclo[3.1.0]hexane-3-carboxamide